2-((dimethylamino)methylene)-3-oxopentanedioate CN(C)C=C(C(=O)[O-])C(CC(=O)[O-])=O